tert-butyl 2-oxo-3-(1-phenylethyl)-2,3-dihydro-1H-benzo[d]imidazole-1-carboxylate O=C1N(C2=C(N1C(=O)OC(C)(C)C)C=CC=C2)C(C)C2=CC=CC=C2